[Ta].CNC.CNC.CNC.CNC.CNC pentakis(dimethylamine) tantalum